rac-methyl (5aR,6S,7R,8R,8aS)-3-chloro-8,8a-dihydroxy-6-phenyl-5a-(4-(trifluoromethoxy)phenyl)-5a,7,8,8a-tetrahydro-6H-cyclopenta[4,5]furo[3,2-b]pyridine-7-carboxylate ClC=1C=C2C(=NC1)[C@]1([C@@](O2)([C@@H]([C@H]([C@H]1O)C(=O)OC)C1=CC=CC=C1)C1=CC=C(C=C1)OC(F)(F)F)O |r|